(5-((6-fluoropyrazolo[1,5-a]pyridin-2-yl)ethynyl)-8-(methylamino)-2,7-naphthyridin-3-yl)cyclopropanecarboxamide FC=1C=CC=2N(C1)N=C(C2)C#CC2=C1C=C(N=CC1=C(N=C2)NC)C2(CC2)C(=O)N